3-(5-fluoro-1-methyl-6-(4-(((3s,4s)-3-methylpiperidin-4-yl)methyl)piperazin-1-yl)-1H-indazol-3-yl)piperidine-2,6-dione FC=1C=C2C(=NN(C2=CC1N1CCN(CC1)C[C@@H]1[C@@H](CNCC1)C)C)C1C(NC(CC1)=O)=O